(3S,4s,5R)-4-(4-chloro-2-fluoro-6-methylphenyl)-3,5-dimethylpiperidin-4-ol ClC1=CC(=C(C(=C1)C)C1([C@H](CNC[C@H]1C)C)O)F